dimethyl-[7-(methylamino)phenothiazin-3-ylidene]azanium chloride [Cl-].C[N+](=C1C=CC2=NC3=CC=C(C=C3SC2=C1)NC)C